C(CCC)C=1C(=C(C(=CC1)C)C)O butyl-hydroxyxylene